4-((2-(6-(4-methylpiperazine-1-carbonyl)naphthalen-2-yl)ethyl)amino)quinazolin-6-carbonitrile CN1CCN(CC1)C(=O)C=1C=C2C=CC(=CC2=CC1)CCNC1=NC=NC2=CC=C(C=C12)C#N